methoxy(trifluoromethyl)phenylacetyl chloride COC(C(=O)Cl)(C1=CC=CC=C1)C(F)(F)F